(2S,4S)-4-fluoro-1-[2-[(3R)-3-[(7-methoxy-4-quinolyl)amino]pyrrolidin-1-yl]acetyl]pyrrolidine-2-carbonitrile F[C@H]1C[C@H](N(C1)C(CN1C[C@@H](CC1)NC1=CC=NC2=CC(=CC=C12)OC)=O)C#N